1-allyl-3-methylimidazolium dihydrogenphosphate P(=O)(O)(O)[O-].C(C=C)N1C=[N+](C=C1)C